3-methylbutan-2-en-1-ol CC(=CCO)C